FC1=CC=C(C=C1)C1=NC(=NC=C1OC)NC1=CC=C(C(=O)NC2=C(C=CC(=C2)CN2CCNCC2)C)C=C1 4-[4-(4-fluoro-phenyl)-5-methoxy-pyrimidin-2-ylamino]-N-(2-methyl-5-piperazin-1-ylmethyl-phenyl)-benzamide